4-({[1-(2-fluorobenzoyl)-3-{1-[(3-hydroxypyrrolidin-1-yl)sulfonyl]-6-oxo-4-(trifluoromethyl)piperidin-3-yl}-4-methyl-1H-pyrazol-5-yl]amino}methyl)benzene-1-carboximidamide FC1=C(C(=O)N2N=C(C(=C2NCC2=CC=C(C=C2)C(N)=N)C)C2CN(C(CC2C(F)(F)F)=O)S(=O)(=O)N2CC(CC2)O)C=CC=C1